(4-chloro-6-methylpyridin-2-yl)methanol ClC1=CC(=NC(=C1)C)CO